BrC=1C=NN(C1C1=C(C#N)C=C(C(=C1)OC)Cl)C 2-(4-bromo-1-methyl-1H-pyrazol-5-yl)-5-chloro-4-methoxybenzonitrile